NC1=NC=CC2=C1N(C(N2[C@H]2CN(CCC2)C(=O)C(C#N)=CC2CC2)=O)C2=CC=C(C=C2)OC2=CC=CC=C2 (R)-2-(3-(4-amino-2-oxo-3-(4-phenoxyphenyl)-2,3-dihydro-1H-imidazo[4,5-c]pyridin-1-yl)piperidine-1-carbonyl)-3-cyclopropylacrylonitrile